1-methylpyrazol-5-ylmethylsulfonate CN1N=CC=C1CS(=O)(=O)[O-]